(3,4-dimethoxyphenyl) acrylate C(C=C)(=O)OC1=CC(=C(C=C1)OC)OC